tert-butyl (2S,4R)-2-(((R)-1-(4-(3-fluoropyridin-2-yl)phenyl)-2-hydroxyethyl)carbamoyl)-4-hydroxypyrrolidine-1-carboxylate FC=1C(=NC=CC1)C1=CC=C(C=C1)[C@H](CO)NC(=O)[C@H]1N(C[C@@H](C1)O)C(=O)OC(C)(C)C